BrCC=1C=NN(C1[N+](=O)[O-])C 4-(Bromomethyl)-1-methyl-5-nitro-1H-pyrazole